(R)-2-((((9H-fluoren-9-yl)methoxy)carbonyl)amino)-3-(1-(tert-butoxycarbonyl)-7-methyl-1H-indol-3-yl)propanoic acid C1=CC=CC=2C3=CC=CC=C3C(C12)COC(=O)N[C@@H](C(=O)O)CC1=CN(C2=C(C=CC=C12)C)C(=O)OC(C)(C)C